ClC1=CN=C2N1C=C(C=N2)C=2C=CN1N=C(N=CC12)N[C@@H](COC)C (R)-5-(3-chloroimidazo[1,2-a]pyrimidin-6-yl)-N-(1-methoxypropan-2-yl)pyrrolo[2,1-f][1,2,4]triazin-2-amine